bis(4-triethoxysilylbutyl) trisulfide C(C)O[Si](CCCCSSSCCCC[Si](OCC)(OCC)OCC)(OCC)OCC